Methyl 7-bromo-1-(trifluoromethyl)isoquinolin-3-carboxylate BrC1=CC=C2C=C(N=C(C2=C1)C(F)(F)F)C(=O)OC